FC1=C(N=CC2=C1N=C(N=C2N2C[C@@H]1CC[C@H](C2)C1C(=O)O)OCC12CCCN2CCC1)C1=CC=CC2=CC=CC(=C12)F (1R,5S,8r)-3-(8-fluoro-7-(8-fluoronaphthalen-1-yl)-2-((tetrahydro-1H-pyrrolizin-7a(5H)-yl)methoxy)pyrido[4,3-d]pyrimidin-4-yl)-3-azabicyclo[3.2.1]octane-8-carboxylic acid